(R)-3-(isoquinolin-4-yl)-1-(5-methyl-2-(trifluoromethyl)pyridin-4-yl)-2-oxoimidazolidine-4-carbonitrile C1=NC=C(C2=CC=CC=C12)N1C(N(C[C@@H]1C#N)C1=CC(=NC=C1C)C(F)(F)F)=O